NC1=CC=C(C=C1)OC1=CC=C(C=C1)OC1=CC=C(C=C1)N 1,4-Bis(4-aminobenzene-yloxy)benzene